ClC1=CC=C(OC=2C=C(CN3C[C@@H](N(CC3)C(=O)N3N=C(C=C3)C(=O)O)C)C=C(C2)F)C=C1 (S)-1-(4-(3-(4-chlorophenoxy)-5-fluorobenzyl)-2-methylpiperazine-1-carbonyl)-1H-pyrazole-3-carboxylic acid